BrC1=C(C(=O)Cl)C=C(C(=C1)OC)OC 2-bromo-4,5-dimethoxybenzoyl chloride